4-fluoro-2-methylphenylboronic acid FC1=CC(=C(C=C1)B(O)O)C